C(C=C)(=O)OCCCOC(C=C)=O.C(C=C)(=O)OCCC trimethylene propyl triacrylate